(R)-3-(isoquinolin-4-yl)-2-oxo-1-(spiro[3.3]heptan-2-yl)imidazolidine-4-carbonitrile C1=NC=C(C2=CC=CC=C12)N1C(N(C[C@@H]1C#N)C1CC2(C1)CCC2)=O